FS(C=1C=C(C=CC1)C1CCN(CC1)C(=O)C1CC2(C1)NC(OC2)=O)(F)(F)(F)F (2s,4s)-2-(4-(3-(pentafluoro-λ6-sulfanyl)phenyl)piperidine-1-carbonyl)-7-oxa-5-azaspiro[3.4]octan-6-one